8-[2-(cyclopropylmethoxy)-5-ethylsulfonylphenyl]-6-methyl-3,4-dihydro-2H-pyrido[4,3-b][1,4]oxazin-5-one C1(CC1)COC1=C(C=C(C=C1)S(=O)(=O)CC)C1=CN(C(C2=C1OCCN2)=O)C